C(#CC)N1C(C=NC2=CC=CC=C12)=O N-propynylquinoxalin-2(1H)-one